N=1C=NN2C1C=CC(=C2)OC2=C(C=C(N)C=C2)C 4-([1,2,4]triazolo[1,5-a]pyridin-6-yloxy)-3-methylaniline